L-4-tertiary butyl-2-(alpha-methylbenzyl)phenol C(C)(C)(C)C1=CC(=C(C=C1)O)C(C1=CC=CC=C1)C